BrC=1C=C(C(=C(C1)[C@H](CC(=O)OCC)N[S@](=O)C(C)(C)C)F)Cl ethyl (S)-3-(5-bromo-3-chloro-2-fluorophenyl)-3-(((R)-tert-butylsulfinyl)amino)propanoate